C(C)OC1=C(C=C2C(=C3C(=NC2=C1)CCCCC3)NC3CCN(CC3)C)OC N-{3-ethoxy-2-methoxy-6H,7H,8H,9H,10H-cyclohepta[b]quinolin-11-yl}-1-methylpiperidin-4-amine